C(CCCCC)C(C(=O)OCCCCCCC(OC(NCCOCCN(C)C)=O)CCCCCCOC(C(CCCCCCCC)CCCCCC)=O)CCCCCCCC 11-{6-[(2-hexyl-1-oxodecyl) oxy] hexyl}-2-methyl-9-oxo-2,8-diaza-5,10-dioxaheptadecan-17-yl 2-hexyldecanoate